C(C1=CC=CC=C1)OC(=O)N1C(CC1)C(NCC1=NC=CN=C1Cl)=O (((3-chloropyrazin-2-yl)methyl)carbamoyl)azetidine-1-carboxylic acid benzyl ester